2-[4-[8-[3-chloro-4-[4-(4-methyl-1,2,4-triazol-3-yl)piperidine-1-carbonyl]anilino]imidazo[1,2-a]pyrazin-3-yl]-2,3-difluoro-phenoxy]acetonitrile ClC=1C=C(NC=2C=3N(C=CN2)C(=CN3)C3=C(C(=C(OCC#N)C=C3)F)F)C=CC1C(=O)N1CCC(CC1)C1=NN=CN1C